4-(4-(3-fluorophenoxy)benzyl)-5-methyl-2-(4-(pyridin-3-yl)phenyl)oxazole FC=1C=C(OC2=CC=C(CC=3N=C(OC3C)C3=CC=C(C=C3)C=3C=NC=CC3)C=C2)C=CC1